P1(OCCO1)=O.[Zr] zirconium dimethylene phosphonate